4-(1-methyl-1H-imidazol-2-yl)-4-oxobutanoic acid ethyl ester C(C)OC(CCC(=O)C=1N(C=CN1)C)=O